(1aR,5aR)-2-(2,4-Difluoro-phenyl)-1a,2,5,5a-tetrahydro-1H-2,3-diaza-cyclopropa[a]pentalene-4-carboxylic acid ((R)-1-hydroxymethyl-2-3H-imidazol-4-yl-ethyl)-amide OC[C@@H](CC=1NC=NC1)NC(=O)C=1C=2C[C@@H]3[C@H](C2N(N1)C1=C(C=C(C=C1)F)F)C3